BrC=1C=C(C=CC1)C1=CN=C(O1)C(=O)[O-].[Li+] lithium 5-(3-bromophenyl)oxazole-2-carboxylate